C1N(CC12CNC2)CC2=NC(=NO2)C(F)(F)F 5-(2,6-diazaspiro[3.3]heptan-2-ylmethyl)-3-(trifluoromethyl)-1,2,4-oxadiazole